methyl (trans)-3-hydroxycyclobutane-1-carboxylate O[C@@H]1C[C@H](C1)C(=O)OC